CC=1C=C2C(=NC1)N(C(N2)=O)C2CCNCC2 6-methyl-3-(4-piperidinyl)-1H-imidazo[4,5-b]pyridin-2-one